O[C@@H]1C[C@H](N(C1)C(C1=CC(=CC=C1)OC)=O)C(=O)NCC1=CC=C(C=C1)C1=C(N=CS1)C (2S,4R)-4-hydroxy-1-(3-methoxybenzoyl)-N-(4-(4-methylthiazol-5-yl)benzyl)pyrrolidine-2-carboxamide